C12(NCC3=CC=CC=C13)CCC1(CC2)OCCO1 2'',3''-dihydro-dispiro[[1,3]dioxolane-2,1'-cyclohexane-4',1''-isoindole]